CN(/C=C/C1=C(C(=O)O)C=CN=C1)C (E)-3-(2-(dimethylamino)vinyl)isonicotinic acid